methyl cis-2-(((1-(2,6-dichlorophenyl)piperidin-4-yl)oxy)methyl)-3-((methylsulfonyl)amino)piperidine-1-carboxylate ClC1=C(C(=CC=C1)Cl)N1CCC(CC1)OC[C@@H]1N(CCC[C@@H]1NS(=O)(=O)C)C(=O)OC